N[C@H]1CN(CC1)C=1N(C(C2=C(N1)NC=C2C2=C(C1=CN(N=C1C=C2)C)Cl)=O)C (R)-2-(3-aminopyrrolidin-1-yl)-5-(4-chloro-2-methyl-2H-indazol-5-yl)-3-methyl-3,7-dihydro-4H-pyrrolo[2,3-d]pyrimidin-4-one